FC1=C(CNC(CN2N=C(C(=C2)C2=CC=NC3=CC=CC=C23)C2=NC(=CC=C2)C)=O)C=CC=C1 N-(2-fluorobenzyl)-2-(3-(6-methylpyridin-2-yl)-4-(quinolin-4-yl)-1H-pyrazol-1-yl)acetamide